Benzyl (2-(3-hydroxypyrrolidin-3-yl)ethyl)carbamate hydrochloride Cl.OC1(CNCC1)CCNC(OCC1=CC=CC=C1)=O